methyl 3-((2-chloro-4-((5-cyclopropyl-3-(2,6-dichlorophenyl) isoxazol-4-yl) methoxy) phenyl) ethynyl)-5-formylbenzoate ClC1=C(C=CC(=C1)OCC=1C(=NOC1C1CC1)C1=C(C=CC=C1Cl)Cl)C#CC=1C=C(C(=O)OC)C=C(C1)C=O